5-(azidomethyl)thiophene-2-carbohydrazide N(=[N+]=[N-])CC1=CC=C(S1)C(=O)NN